C(C)(C)N1CCC(CC1)C1=CC=C(C=C1)C=1C=C2N(N=CC=C2N2CCNCC2)C1 4-(6-(4-(1-isopropylpiperidin-4-yl)phenyl)pyrrolo[1,2-b]pyridazin-4-yl)piperazine